COC1=CC=C(CN(C=2C=CC(=NC2)C#N)C=2OC(=CN2)C2=NC=C(N=C2)C(F)(F)F)C=C1 5-((4-methoxybenzyl)(5-(5-(trifluoromethyl)pyrazin-2-yl)oxazol-2-yl)amino)picolinonitrile